ClC1=CC(=C(C=C1)C1OC2=C(OC1)C=CC=C2C2CCN(CC2)CC2=NC=1C(=NC(=CC1)C(=O)OC)N2C[C@H]2OCC2)F methyl 2-((4-(3-(4-chloro-2-fluorophenyl)-2,3-dihydrobenzo[b][1,4]dioxin-5-yl) piperidin-1-yl)methyl)-3-(((S)-oxetan-2-yl)methyl)-3H-imidazo[4,5-b]pyridine-5-carboxylate